CC(C(CO)O)(C)C 3,3-Dimethyl-1,2-Butandiol